(diethylamino)(t-butylimino)niobium (V) C(C)N(CC)[Nb+2]=NC(C)(C)C